fluoroiron sulfate S(=O)(=O)([O-])[O-].F[Fe+2]